C1(CCCCC1)N1C[C@H](CC1)C(=O)NC=1C=C(C(=NC1)C)NC(=O)C=1C=NN2C1C=NC(=C2)C=2C=NN(C2)C (S)-N-(5-(1-cyclohexylpyrrolidine-3-carboxamido)-2-methylpyridin-3-yl)-6-(1-methyl-1H-pyrazol-4-yl)pyrazolo[1,5-a]pyrazine-3-carboxamide